2-(2,3-difluoro-6-(2-morpholinothiazol-4-yl)phenoxy)-N-(8-((2-(2,6-dioxopiperidin-3-yl)-1,3-dioxoisoindolin-4-yl)amino)octyl)acetamide FC1=C(OCC(=O)NCCCCCCCCNC2=C3C(N(C(C3=CC=C2)=O)C2C(NC(CC2)=O)=O)=O)C(=CC=C1F)C=1N=C(SC1)N1CCOCC1